(S)-3,7-dimethyloct-6-en-1-ol C[C@H](CCO)CCC=C(C)C